(norbornenyl-methylene)dichlorophosphine tert-butyl-2-(6-chloro-5-nitropyridin-2-yl)-2-cyanoacetate C(C)(C)(C)OC(C(C#N)C1=NC(=C(C=C1)[N+](=O)[O-])Cl)=O.C12(C=CC(CC1)C2)C=P(Cl)Cl